FC(CN1N=NC(=C1)C(=O)NCC1=CC(=NO1)C1=CC=CC=C1)F 1-(2,2-difluoroethyl)-N-((3-phenylisoxazol-5-yl)methyl)-1H-1,2,3-triazole-4-carboxamide